OC12CCC(CC1)(C2)N2CC(N(C=1C=NC(=NC21)NC2=CC1=C(OCO1)C=C2C)C)=O 8-{4-Hydroxybicyclo[2.2.1]heptan-1-yl}-5-methyl-2-[(6-methyl-2H-1,3-benzodioxol-5-yl)amino]-5,6,7,8-tetrahydropteridin-6-one